tert-butyl (2S)-4-(3-(2,6-dioxopiperidin-3-yl)-1-methyl-1H-indazol-6-yl)-2-(trifluoromethyl)piperazine-1-carboxylate O=C1NC(CCC1C1=NN(C2=CC(=CC=C12)N1C[C@H](N(CC1)C(=O)OC(C)(C)C)C(F)(F)F)C)=O